(3r,3as,6s,6ar)-6-((tert-butyldiphenylsilyl)oxy)-3,3a-dihydroxy-6a-methylhexahydro-2H-cyclopenta[b]furan-2-one [Si](C1=CC=CC=C1)(C1=CC=CC=C1)(C(C)(C)C)O[C@H]1CC[C@]2([C@@]1(OC([C@@H]2O)=O)C)O